CC(C(=O)O)CCC methylvaleric acid